C(C)N1CCC(CC1)NC=1C=C2C(C(NC2=CC1)=O)=C(C=1NC(=CN1)C)C1=CC(=CC=C1)F 5-((1-ethylpiperidin-4-yl)amino)-3-((3-fluorophenyl)(5-methyl-1H-imidazol-2-yl)methylene)indolin-2-one